hydrazine sulfate hydrazinesulfonate N(N)S(=O)(=O)O.S(=O)(=O)(O)O.NN